CN(C1=C(C=C(C=C1)[N+](=O)[O-])CO)C (2-(Dimethylamino)-5-nitrophenyl)methanol